COC(=O)[C@H]1[C@H]2C[C@@H]([C@@H]([C@@H]1C1=CC(=NC=C1)C)O2)O.NC(=N)NC(CCC\C=C/C\C=C/C\C=C/C\C=C/C\C=C/CC)=O (5Z,8Z,11Z,14Z,17Z)-N-aminoformimidoyl-eicosa-5,8,11,14,17-pentaenamide (1R,2R,3S,4R,5S)-methyl-5-hydroxy-3-(2-methylpyridin-4-yl)-7-oxabicyclo[2.2.1]Heptane-2-carboxylate